NC1N(CCCC1)CO amino-(5R)-hydroxymethyl-piperidine